C12(CC(C1)C2)NC([C@H](CC2CCCCC2)NC(=O)C=2SC(=CC2)[C@H](C)NC=2C(=NC=C(C2)Cl)C)=O (2S)-N-{bicyclo[1.1.1]pentan-1-yl}-2-({5-[(1S)-1-[(5-chloro-2-methylpyridin-3-yl)amino]ethyl]thiophen-2-yl}formamido)-3-cyclohexylpropanamide